(3-chloro-4-(trifluoromethyl)phenyl)methanamine ClC=1C=C(C=CC1C(F)(F)F)CN